CC1(CCC(CC1)C(C(=O)N)(C)C)C (4,4-dimethylcyclohexyl)isobutyramide